N-(5-((6-((R)-3-(4-chloro-3-fluorophenyl)isoxazolidine-2-yl)pyrimidine-4-yl)amino)-2-(4-(4-cyclopropylpiperazine-1-yl)piperidine-1-yl)-4-methoxyphenyl)acrylamide ClC1=C(C=C(C=C1)[C@@H]1N(OCC1)C1=CC(=NC=N1)NC=1C(=CC(=C(C1)NC(C=C)=O)N1CCC(CC1)N1CCN(CC1)C1CC1)OC)F